(3aR,5aR,7R,8aR,8bS)-2,2,6,6,7,8,8-heptamethyldecahydro-2H-indeno[4,5-b]furan CC1(C[C@@H]2[C@H](O1)[C@H]1C([C@@H](C([C@@H]1CC2)(C)C)C)(C)C)C